N-(4-methoxyphenyl)-1-(3-fluoro-4-{6-methoxy-7-[3-(4-methyl-1-piperidinyl)propoxy]quinolin-4-yloxy}phenyl)-4-methyl-6-oxo-1,6-dihydropyridazine-3-carboxamide COC1=CC=C(C=C1)NC(=O)C1=NN(C(C=C1C)=O)C1=CC(=C(C=C1)OC1=CC=NC2=CC(=C(C=C12)OC)OCCCN1CCC(CC1)C)F